(S)-N-(3-chloro-4-fluorophenyl)-N-(3-(cyclopropylamino)propyl)-1-(6-methyl-4-(trifluoromethyl)pyridin-2-yl)pyrrolidine-2-carboxamide ClC=1C=C(C=CC1F)N(C(=O)[C@H]1N(CCC1)C1=NC(=CC(=C1)C(F)(F)F)C)CCCNC1CC1